FC(C(=O)O)(F)F.N1N=C(C=C1)C1=CC=C2C(=CNC2=C1)C1=NC(=NC=C1C(F)(F)F)N[C@@H]1CNCCCC1 (S)-N-(4-(6-(1H-pyrazol-3-yl)-1H-indol-3-yl)-5-(trifluoromethyl)pyrimidin-2-yl)azepan-3-amine trifluoroacetic acid salt